tin fluoride tin [Sn].[Sn](F)(F)(F)F